FC(C(=O)O)(F)F.ClC1=CC=2N(C3=CC=CC=C3SC2C=C1)CCC1NCCCC1 2-chloro-10-(2-(piperidin-2-yl)ethyl)-10H-phenothiazine trifluoroacetate